(S)-4-(5-(3-((2-((S)-3-carboxybutyryl)-6-methoxybenzo[b]thiophen-5-yl)oxy)propoxy)-6-methoxyisoindolin-2-yl)-2-methyl-4-oxobutanoic acid disodium salt [Na+].[Na+].C(=O)([O-])[C@H](CC(=O)C1=CC2=C(S1)C=C(C(=C2)OCCCOC=2C=C1CN(CC1=CC2OC)C(C[C@@H](C(=O)[O-])C)=O)OC)C